CC(CN)C(C(C(C(CC)C)C)C)C 2,3,4,5,6-pentamethyloctylamine